tert-butyl (1-formylcyclopropyl)carbamate C(=O)C1(CC1)NC(OC(C)(C)C)=O